5-(2-amino-3-(3-hydroxyprop-1-yn-1-yl)pyridin-4-yl)-2-fluorobenzonitrile NC1=NC=CC(=C1C#CCO)C=1C=CC(=C(C#N)C1)F